2-[1-[2-[4-[4-(2,6-dioxo-3-piperidyl)phenyl]-1-piperidyl]acetyl]-4-piperidyl]-7-isopropoxy-N-pyrazolo[1,5-a]pyrimidin-3-yl-imidazo[1,2-a]pyridine-6-carboxamide O=C1NC(CCC1C1=CC=C(C=C1)C1CCN(CC1)CC(=O)N1CCC(CC1)C=1N=C2N(C=C(C(=C2)OC(C)C)C(=O)NC=2C=NN3C2N=CC=C3)C1)=O